1-(cyclopropylsulfonyl)piperidin-4-amine trifluoroacetate FC(C(=O)O)(F)F.C1(CC1)S(=O)(=O)N1CCC(CC1)N